CC1(OC2=C(C(C1)=O)C(=CC(=C2)OS(=O)(=O)C2=CC=C(C)C=C2)O)C 2,2-dimethyl-5-hydroxy-4-oxo-7-(p-toluenesulfonyloxy)-2,3-dihydrobenzopyran